1-[9-ethyl-6-(2-methyl-4-tetrahydrofuranylmethoxybenzoyl)-9H-carbazol-3-ol]-1-(O-acetyl oxime) C(C)(=O)ON=C(C1=C(C=C(C=C1)OCC1OCCC1)C)C=1C=C2C=3C=C(C=CC3N(C2=CC1)CC)O